C[C@H]1N(C[C@@H](N(C1)C(C(=O)NC1=C2C(=CN=C1)NN=C2)=O)C2=CC=CC=C2)C(=O)C2(CC2)C 2-[(2S,5R)-5-methyl-4-(1-methylcyclopropanecarbonyl)-2-phenyl-piperazin-1-yl]-2-oxo-N-(1H-pyrazolo[3,4-c]pyridin-4-yl)acetamide